N-(5-(3,5-difluorobenzyl)-1H-indazol-3-yl)-4-(4-((2-(2,6-dioxopiperidin-3-yl)-7-fluoro-1,3-dioxoisoindoline-5-yl)methyl)piperazin-1-yl)-2-((tetrahydro-2H-pyran-4-yl)amino)benzamide FC=1C=C(CC=2C=C3C(=NNC3=CC2)NC(C2=C(C=C(C=C2)N2CCN(CC2)CC=2C=C3C(N(C(C3=C(C2)F)=O)C2C(NC(CC2)=O)=O)=O)NC2CCOCC2)=O)C=C(C1)F